N[C@H]1CS(C2=C(N(C1=O)CC1=CC=C(C=C1)Cl)C=C(C(=C2)F)C2=NOC(=N2)C(C)(C)C)=O (3R)-3-amino-7-(5-tert-butyl-1,2,4-oxadiazol-3-yl)-5-[(4-chlorophenyl)methyl]-8-fluoro-1-oxo-2,3-dihydro-1lambda4,5-benzothiazepin-4-one